C1(CC1)C=1C=CC2=C(N(C(NC2=O)=O)C2=CC=CC=3N2C=CN3)N1 7-cyclopropyl-1-(imidazo[1,2-a]pyridin-5-yl)pyrido[2,3-d]pyrimidine-2,4(1H,3H)-dione